bis-trifluoromethylbiphenyl FC(F)(F)C1=CC=C(C=C1)C1=CC=C(C=C1)C(F)(F)F